6-((2,4-difluorobenzyl)oxy)-3',6'-dihydro-[2,4'-bipyridine]-1'(2'H)-carboxylic acid tert-butyl ester C(C)(C)(C)OC(=O)N1CCC(=CC1)C1=NC(=CC=C1)OCC1=C(C=C(C=C1)F)F